NC1=NC(=NC=2N1N=C(N2)C=2OC=CC2)N2C[C@@H](CCC2)CN2CCN(CC2)C2=NC=C(C=N2)C(=O)OC Methyl (S)-2-(4-((1-(7-amino-2-(furan-2-yl)-[1,2,4]triazolo[1,5-a][1,3,5]triazin-5-yl)piperidin-3-yl)methyl)piperazin-1-yl)pyrimidine-5-carboxylate